N1=CC(=CC=C1)NC(C1=CN=CC(=C1)C(F)(F)F)=O N-(pyridin-3-yl)-5-(trifluoromethyl)-nicotinamide